2-methyl-6-(2-methylmorpholino)pyridin-3-amine CC1=NC(=CC=C1N)N1CC(OCC1)C